Cl.NC1=NC2=C(N1C)C(=CC=C2C2=C(N(N=C2)C)C2=C(C1=CC=CC=C1C=C2F)C#N)Cl 2-[4-(2-amino-7-chloro-1-methyl-benzimidazol-4-yl)-2-methyl-pyrazol-3-yl]-3-fluoro-naphthalene-1-carbonitrile hydrochloride